2-((1-cyclopropyl-1H-pyrazol-4-yl)amino)-7H-pyrrolo[2,3-d]pyrimidine-5-carbonitrile C1(CC1)N1N=CC(=C1)NC=1N=CC2=C(N1)NC=C2C#N